5-((5-(4-cyclopropylphenyl)oxazol-2-yl)amino)pyridinecarbonitrile C1(CC1)C1=CC=C(C=C1)C1=CN=C(O1)NC=1C=CC(=NC1)C#N